The molecule is a furan carrying an acetyl substituent at the 2-position. Used in the production of the antibiotic cefuroxime (CHEBI:3515). It is a member of furans, a methyl ketone and an aromatic ketone. CC(=O)C1=CC=CO1